2,4,6-tris(1-methyl-1-phenylethyl)phenol CC(C)(C1=CC=CC=C1)C1=C(C(=CC(=C1)C(C)(C)C1=CC=CC=C1)C(C)(C)C1=CC=CC=C1)O